[Sb].CC1=NN(C(=C1)C1=C(C(=O)N)C=CC=C1)C=1C=NC(=CN1)C (3-methyl-1-(6-methylpyrazin-3-yl)-1H-pyrazol-5-yl)benzamide antimony